(R)-4-(2-fluoro-4-methoxyphenyl)-N-(1-(2-fluoroethyl)piperidin-3-yl)phthalazin-1-amine FC1=C(C=CC(=C1)OC)C1=NN=C(C2=CC=CC=C12)N[C@H]1CN(CCC1)CCF